8-bromo-2-[2-(3-chloro-2-pyridyl)-5-(trifluoromethyl)pyrazol-3-yl]-6-(trifluoromethyl)-3,1-benzoxazin-4-one BrC1=CC(=CC=2C(OC(=NC21)C=2N(N=C(C2)C(F)(F)F)C2=NC=CC=C2Cl)=O)C(F)(F)F